3-pentyl-1-(3,5,6-trimethylpyrazin-2-yl)-1H-pyrrol-5-ol C(CCCC)C1=CN(C(=C1)O)C1=NC(=C(N=C1C)C)C